C(\C=C/C(=O)N)(=O)N maleic acid, diamide